C1(=CC(=CC=C1)C1=CN=CO1)C 5-(m-tolyl)oxazole